3-[8-[4-[4-[4-[3-amino-6-(2-hydroxyphenyl)pyridazin-4-yl]-5-fluoro-pyrazol-1-yl]-1-piperidyl]cyclohexyl]-2,3-dihydro-1,4-benzoxazin-4-yl]piperidine-2,6-dione NC=1N=NC(=CC1C=1C=NN(C1F)C1CCN(CC1)C1CCC(CC1)C1=CC=CC=2N(CCOC21)C2C(NC(CC2)=O)=O)C2=C(C=CC=C2)O